3-Amino-1-(4-aminocyclohexyl)propan NCCCC1CCC(CC1)N